2,6,10-Trichlorotris[1,2,4]triazolo[1,5-a:1',5'-c:1'',5''-e][1,3,5]triazin ClC1=NN2C(N3C(N4C2=NC(=N4)Cl)=NC(=N3)Cl)=N1